(2R)-1-[4-[[4-(5-Amino-3-methyl-indol-1-yl)-5-fluoro-pyrimidin-2-yl]amino]pyrazol-1-yl]propan-2-ol NC=1C=C2C(=CN(C2=CC1)C1=NC(=NC=C1F)NC=1C=NN(C1)C[C@@H](C)O)C